F[C@H](C)S(=O)(=O)N[C@@H]1[C@@H](N(CC12CC2)C(=O)[C@@H]2OCC2)CC=2C(=C(C=CC2)C2=CC=CC=C2)F (S)-1-fluoro-N-((6S,7S)-6-((2-fluoro-[1,1'-biphenyl]-3-yl)methyl)-5-((R)-oxetane-2-carbonyl)-5-azaspiro[2.4]heptan-7-yl)ethane-1-sulfonamide